COC1C(NCC1)(C)C 3-methoxy-2,2-dimethylpyrrolidine